5-(4-iodophenyl)-3-((2-((1S)-1-((tetrahydro-2H-pyran-2-yl)oxy)ethyl)-1H-imidazole-1-yl)methyl)isoxazole IC1=CC=C(C=C1)C1=CC(=NO1)CN1C(=NC=C1)[C@H](C)OC1OCCCC1